2-ethyl-3-isobutoxy-6,6-dimethylcyclohex-2-en-1-one C(C)C=1C(C(CCC1OCC(C)C)(C)C)=O